(3S,4R)-4-((5-fluoro-7-(trans-2-methylcyclopentyl)pyrrolo[2,1-f][1,2,4]triazin-2-yl)amino)tetrahydro-2H-pyran-3-ol FC=1C=C(N2N=C(N=CC21)N[C@H]2[C@@H](COCC2)O)[C@H]2[C@@H](CCC2)C